γ-glycidoxypropylmethoxyethoxydiisopropylsilane C(C1CO1)OCCC[Si](C(C)C)(C(C)C)OCCOC